picoline-2,4-dicarboxamide N1C(C=C(C=C1)C(=O)N)(C)C(=O)N